O1[C@H](COCC1)CN1N=C2C3=C(C=CC2=C1)OC(=C3C(F)(F)F)C(=O)OCC ethyl 2-{[(2S)-1,4-dioxan-2-yl]methyl}-8-(trifluoromethyl)-2H-furo[2,3-g]indazole-7-carboxylate